FC(C(=O)O)(F)F.NC=1SC=2C(=NC=C(N2)N2CCC(CC2)C#N)N1 1-(aminothiazolo[4,5-b]pyrazin-6-yl)piperidine-4-carbonitrile trifluoroacetate